4-(2H3)Methoxybenzonitrile C(OC1=CC=C(C#N)C=C1)([2H])([2H])[2H]